C(CCCCCCCCCCC)N(C1CN(CCN1CCCCCCCCCCCC)CCN(CCCCCCCCCCCC)CCCCCCCCCCCC)CCCCCCCCCCCC 3-(didodecylamino)-N1,N1,4-Tri-dodecyl-1-piperazineethylamine